[4-benzyloxy-1-[2-[(Z)-4-[tert-butyl(diphenyl)silyl]oxy-2-fluoro-but-2-enoxy]-4-fluoro-phenyl]pyrazolo[3,4-d]pyrimidin-6-yl]methanol C(C1=CC=CC=C1)OC1=C2C(=NC(=N1)CO)N(N=C2)C2=C(C=C(C=C2)F)OC/C(=C/CO[Si](C2=CC=CC=C2)(C2=CC=CC=C2)C(C)(C)C)/F